The molecule is a member of the class of dioxolanes that is 1,3-dioxolane substituted at position 2 by 2,4-dichlorophenyl and 1,2,4-triazol-1-ylmethyl groups. A fungicide used mainly in ornamental crops to control canker and other diseases. Azaconazole is moderately toxic to mammals but is not expected to bioaccumulate. It is moderately toxic to birds, fish and aquatic invertebrates. It has a role as an EC 1.14.13.70 (sterol 14alpha-demethylase) inhibitor and an antifungal agrochemical. It is a dichlorobenzene, a cyclic ketal, a dioxolane, a member of triazoles, a conazole fungicide and a triazole fungicide. C1COC(O1)(CN2C=NC=N2)C3=C(C=C(C=C3)Cl)Cl